5-methyl-4-oxo-1-((2-(trimethylsilyl)ethoxy)methyl)-4,5-dihydro-1H-imidazo[4,5-c]pyridine-2-carbaldehyde CN1C(C2=C(C=C1)N(C(=N2)C=O)COCC[Si](C)(C)C)=O